ClC=1C=C(OC2C(C(C2(C)C)NC(=O)C=2N=NC(=CC2)N2CCN(CC2)CC=2C=C3CN(C(C3=CC2F)=O)C2C(NC(CC2)=O)=O)(C)C)C=CC1C#N N-((1r,3r)-3-(3-chloro-4-cyanophenoxy)-2,2,4,4-tetramethylcyclobutyl)-6-(4-((2-(2,6-dioxopiperidin-3-yl)-6-fluoro-1-oxoisoindolin-5-yl)methyl)piperazin-1-yl)pyridazine-3-carboxamide